NC1(CC1)C1=CC=C(C=C1)C1=C(C(=CC=C1)S(=O)(=O)N1CCC2(C[C@@H](CO2)NC[C@@H](COC2=CC(=CC=C2)S(=O)(=O)C2(CC2)CO)O)CC1)C (S)-1-((S)-8-(4'-(1-aminocyclopropyl)-2-methylbiphenyl-3-ylsulfonyl)-1-oxa-8-azaspiro[4.5]decan-3-ylamino)-3-(3-(1-(hydroxymethyl)cyclopropylsulfonyl)phenoxy)propan-2-ol